The molecule is a member of the class of xanthones that is xanthone substituted by a hydroxy group at position 1 and methoxy groups at positions 1, 2 and 6. It has been isolated from Centaurium erythraea and Gentiana verna. It has a role as a plant metabolite. It is a member of xanthones, an aromatic ether and a member of phenols. COC1=C(C2=C(C=C1)OC3=CC(=CC(=C3C2=O)O)OC)OC